C[C@@H](C(=O)N(C)OC)NC(=O)OC(C)(C)C N-(Tert-Butoxycarbonyl)-L-Alanine N'-Methoxy-N'-Methylamide